water selenium [Se].O